(4-chloro-6-((2-methoxyphenyl)amino)pyridin-2-yl)(isoindolin-2-yl)methanone ClC1=CC(=NC(=C1)NC1=C(C=CC=C1)OC)C(=O)N1CC2=CC=CC=C2C1